dodecyl-((2-butyloctyl)oxy)-N,N-dimethyl-6-oxohexane-1-aminium 4-methylbenzenesulfonate CC1=CC=C(C=C1)S(=O)(=O)[O-].C(CCCCCCCCCCC)C(CCCCC=O)([NH+](C)C)OCC(CCCCCC)CCCC